OC1=C(C=CC=C1)N1NC(=CC(=N1)C1=CC=C(C=C1)C1=CC=CC=C1)C1=CC=C(C=C1)C1=CC=CC=C1 2-(2'-hydroxyphenyl)-4,6-bis(4-phenylphenyl)Triazin